(S)-6-((2-((S)-1-(((S)-1-carboxy-3-oxopropan-2-yl)carbamoyl)-6-methyl-3,4-dihydroisoquinolin-2(1H)-yl)-2-oxoethyl)amino)-5-((S)-indoline-2-carboxamido)-6-oxohexanoic acid C(=O)(O)C[C@@H](C=O)NC(=O)[C@H]1N(CCC2=CC(=CC=C12)C)C(CNC([C@H](CCCC(=O)O)NC(=O)[C@H]1NC2=CC=CC=C2C1)=O)=O